1-(2,6-dichlorophenyl)-4-((6-(5-methylpyridazin-4-yl)pyridin-3-yl)amino)-1H-pyrazole-3-carboxamide ClC1=C(C(=CC=C1)Cl)N1N=C(C(=C1)NC=1C=NC(=CC1)C1=CN=NC=C1C)C(=O)N